CN(C(CN1C(COC2=C(C1=O)OC1=C2N=CC(=C1)C(=O)OC)(C)C(NCC1=C(C=CC=C1)OC)=O)=O)C methyl 4-(2-(dimethylamino)-2-oxoethyl)-3-((2-methoxybenzyl)carbamoyl)-3-methyl-5-oxo-2,3,4,5-tetrahydropyrido[2',3':4,5]furo[2,3-f][1,4]oxazepine-8-carboxylate